OC1(C(\C=C\CCCC1)O)CCOC(=O)NCCCC[C@H](N)C(=O)O N6-((2-((E)-1,2-dihydroxycyclooct-3-en-1-yl)ethoxy)carbonyl)-L-lysine